2-chloro-4-methyl-7-(4-(5-methylbenzo[d]oxazol-2-yl)piperidin-1-yl)thieno[3,2-b]pyridin-5(4H)-one ClC1=CC=2N(C(C=C(C2S1)N1CCC(CC1)C=1OC2=C(N1)C=C(C=C2)C)=O)C